5,6-difluoro-2-octenol FC(CC=CCO)C(CC)F